C(N)(=O)C=1C(=NC(=CN1)N1C[C@@H](CCC1)N1C(N(CC1)C)=O)NC=1C=CC(=NC1)N1CCC2(CCN(CC2)C(=O)OC(C)(C)C)CC1 tert-butyl (R)-9-(5-((3-carbamoyl-6-(3-(3-methyl-2-oxoimidazolidin-1-yl)piperidin-1-yl)pyrazin-2-yl)amino)pyridin-2-yl)-3,9-diazaspiro[5.5]undecane-3-carboxylate